3-ethynyl-5-(1H-imidazol-1-yl)pyridine C(#C)C=1C=NC=C(C1)N1C=NC=C1